N-[(1R)-1-(3,4-Dimethoxyphenyl)ethyl]-2-methyl-5-(2-methyl-1,3,3a,4,6,6a-hexahydropyrrolo[3,4-c]pyrrol-5-yl)benzamide COC=1C=C(C=CC1OC)[C@@H](C)NC(C1=C(C=CC(=C1)N1CC2C(C1)CN(C2)C)C)=O